C(C)C=1C(NC=2C=C(C=NC2C1)CN1C=2C=CN=CC2C=CC1)=C=O (1S,6S)-5-((7-Ethyl-6-carbonyl-5,6-dihydro-1,5-naphthyridin-3-yl)methyl)-2,5-naphthyridin